C(C)(C)(C)OC(NC=1C=C2CCN(C2=CC1)CC1=CC2=C(NC(N2)=O)C=C1)=O (1-((2-oxo-2,3-dihydro-1H-benzo[d]imidazol-5-yl)methyl)indolin-5-yl)carbamic acid tert-butyl ester